C1=CC(=CC(=C1)Br)OC(F)(F)F 3-(trifluoromethoxy)bromobenzene